(1R,2R,3S,4S,6R)-4-(4-chloro-3-(4-ethoxybenzyl)phenyl)-5,5-difluoro-6-(hydroxymeth-yl)cyclohexane-1,2,3-triol ClC1=C(C=C(C=C1)[C@H]1[C@@H]([C@H]([C@@H]([C@H](C1(F)F)CO)O)O)O)CC1=CC=C(C=C1)OCC